3-t-butylbenzene C(C)(C)(C)C=1C=CC=CC1